C(CCC)OC1=CC=C(C=C1)N1C(C(=NC2=CC=CC=C12)C(=O)O)=O 1-(4-butoxyphenyl)-2-oxo-1,2-dihydroquinoxaline-3-carboxylic acid